FC(OCCCNC(=O)[C@H]1OC[C@@H](CC1)NC(COC1=CC=C(C=C1)C(F)(F)F)=O)(F)F (2S,5R)-N-[3-(trifluoromethoxy)propyl]-5-[[2-[4-(trifluoromethyl)phenoxy]acetyl]amino]tetrahydropyran-2-carboxamide